methyl (E)-3-((3-(4-hydroxy-3-methoxyphenyl)acryloyl)oxy)-2,11-dimethoxy-1,2,3,4,4a,5,7,8,13,13b,14,14a-dodecahydroindolo[2',3':3,4]pyrido[1,2-b]isoquinoline-1-carboxylate OC1=C(C=C(C=C1)/C=C/C(=O)OC1C(C(C2CC3N(CC2C1)CCC1=C3NC3=CC(=CC=C31)OC)C(=O)OC)OC)OC